4-methylethylethynylphthalic anhydride CC=1C(=C2C(C(=O)OC2=O)=CC1CC)C#C